OC1=C(\C=N\NC(=O)C=2OC3=C(C2C)C(=CC=C3)O)C=C(C=C1)O (E)-N'-(2,5-dihydroxybenzylidene)-4-hydroxy-3-methylbenzofuran-2-carbohydrazide